(1S,2r)-2-((S)-5-chloro-8-((3-methyl-3H-imidazo[4,5-b]pyridin-5-yl)methoxy)-1-((2-oxopyrrolidin-1-yl)methyl)-1,2,3,4-tetrahydroisoquinoline-2-carbonyl)cyclohexane-1-carboxylic acid ClC1=C2CCN([C@@H](C2=C(C=C1)OCC1=CC=C2C(=N1)N(C=N2)C)CN2C(CCC2)=O)C(=O)[C@H]2[C@H](CCCC2)C(=O)O